C(#C)C1=C(C=C(C#N)C=C1)C 4-ethynyl-3-methylbenzonitrile